2-((2-((4-(1-((2-(2,4-dioxotetrahydropyrimidin-1(2H)-yl)pyridin-4-yl)methyl)piperidin-4-yl)-2-isopropoxy-5-methylphenyl)amino)-5-(trifluoromethyl)pyridin-4-yl)amino)-N-methylbenzamide O=C1N(CCC(N1)=O)C1=NC=CC(=C1)CN1CCC(CC1)C1=CC(=C(C=C1C)NC1=NC=C(C(=C1)NC1=C(C(=O)NC)C=CC=C1)C(F)(F)F)OC(C)C